(1-(4-fluorophenylcarbonyl)piperidin-3-yl)(4-(quinolin-4-yl)piperazin-1-yl)methanone FC1=CC=C(C=C1)C(=O)N1CC(CCC1)C(=O)N1CCN(CC1)C1=CC=NC2=CC=CC=C12